4-bromo-5,7-difluoro-1-methyl-1H-indazole BrC1=C2C=NN(C2=C(C=C1F)F)C